C1(=CC=CC=C1)C1N(OCC1)C1=NC(=NC=C1C(F)(F)F)NC1=CC=C(C=C1)N1S(CCC1)(=O)=O 2-(4-((4-(3-phenylisoxazolidin-2-yl)-5-(trifluoromethyl)pyrimidin-2-yl)amino)phenyl)isothiazolidine 1,1-dioxide